C(C1=CC=CC=C1)ON1C(C=CC=C1CBr)=O 1-(benzyloxy)-6-(bromomethyl)pyridin-2-one